bis(2,3,4,6-tetrafluorophenyl)-4,4',5,5'-tetrakis(3-methoxyphenyl)biimidazole FC1=C(C(=CC(=C1F)F)F)C1(N=C(C(=N1)C1=CC(=CC=C1)OC)C1=CC(=CC=C1)OC)C1(N=C(C(=N1)C1=CC(=CC=C1)OC)C1=CC(=CC=C1)OC)C1=C(C(=C(C=C1F)F)F)F